NC1=C(C=CC=C1)N(C1=NC=C(C=C1)N)CC(F)(F)F N-(2-aminophenyl)-N2-(2,2,2-trifluoroethyl)pyridine-2,5-diamine